α,β-methyleneglutaric acid C1C(C(=O)O)C1CC(=O)O